N1N=NN=C1N1CCC(CC1)NC(OC(C)(C)C)=O Tert-butyl [1-(1H-tetrazol-5-yl)piperidin-4-yl]carbamate